1-(tert-butyl) 5-methyl 3-((tert-butoxycarbonyl) (methyl) amino)-1H-pyrazolo[3,4-b]pyridine-1,5-dicarboxylate C(C)(C)(C)OC(=O)N(C1=NN(C2=NC=C(C=C21)C(=O)OC)C(=O)OC(C)(C)C)C